2-(2-Chlorophenyl)-N-(5-(1-(6-(2-(3-(trifluoromethoxy)phenyl)acetamido)pyridazin-3-yl)piperidin-3-yl)-1,3,4-thiadiazol-2-yl)acetamide ClC1=C(C=CC=C1)CC(=O)NC=1SC(=NN1)C1CN(CCC1)C=1N=NC(=CC1)NC(CC1=CC(=CC=C1)OC(F)(F)F)=O